C(C)(C)(C)OC(N(C)C1CN(CCOC1)C=1C=NC=CC1Cl)=O (4-(4-chloropyridin-3-yl)-1,4-oxazepan-6-yl)(methyl)carbamic acid tert-butyl ester